1-bromo-5-(2,6-dimethylanilino)-4-hydroxy-2-pentanone BrCC(CC(CNC1=C(C=CC=C1C)C)O)=O